3-fluoro-2-hydroxy-5-(1-(4-morpholinophenyl)-1H-pyrazol-3-yl)benzaldehyde FC=1C(=C(C=O)C=C(C1)C1=NN(C=C1)C1=CC=C(C=C1)N1CCOCC1)O